C(=O)(OC(C)(C)C)N1[C@@H](CSC1)C(=O)O Boc-thioproline